N-(5-chloro-6-(4-hydroxyphenoxy)pyrimidin-4-yl)isonicotinamide ClC=1C(=NC=NC1OC1=CC=C(C=C1)O)NC(C1=CC=NC=C1)=O